indazoleselon N1=NC(C2=CC=CC=C12)=[Se]